COC1=NC(=CC=C1NC(=O)C=1C(=NOC1C)C1=CC=CC=C1)C=1C=NC=NC1 (2-methoxy-6-pyrimidin-5-yl-3-pyridinyl)-5-methyl-3-phenyl-isoxazole-4-carboxamide